2-(4-cyclopropyl-6-methoxy-pyrimidin-5-yl)-4-[(4-methoxyphenyl)methoxy]-6-methyl-pyrimidine C1(CC1)C1=NC=NC(=C1C1=NC(=CC(=N1)OCC1=CC=C(C=C1)OC)C)OC